2-nitrobenzyloxysilane [N+](=O)([O-])C1=C(CO[SiH3])C=CC=C1